4-((2-fluoro-6-methoxybenzyl)amino)-2-((1-(2-(piperidin-1-yl)ethyl)-1H-pyrazol-4-yl)amino)pyrimidin-5-carboxamide FC1=C(CNC2=NC(=NC=C2C(=O)N)NC=2C=NN(C2)CCN2CCCCC2)C(=CC=C1)OC